CO[C@@H]1[C@H](CC1)N1C2CN(CC1CC2)C=2C=1N(N=CC2)C=C(C1)C=1C=NN(C1)C Rac-4-(8-((1s,2s)-2-methoxycyclobutyl)-3,8-diazabicyclo[3.2.1]oct-3-yl)-6-(1-methyl-1H-pyrazol-4-yl)pyrrolo[1,2-b]pyridazine